(2S)-2-(indan-5-ylsulfonylamino)-3-[[(3R)-1-[3-(5,6,7,8-tetrahydro-1,8-naphthyridin-2-yl)propyl]piperidine-3-carbonyl]amino]propionic acid C1CCC2=CC(=CC=C12)S(=O)(=O)N[C@H](C(=O)O)CNC(=O)[C@H]1CN(CCC1)CCCC1=NC=2NCCCC2C=C1